(R)-5-ethynyl-6-fluoro-4-(8-fluoro-2-(4-hydroxy-4-methylpiperidin-1-yl)-4-(methyl(piperidin-2-ylmethyl)amino)pyrido[4,3-d]pyrimidin-7-yl)-2-naphthonitrile C(#C)C1=C2C(=CC(=CC2=CC=C1F)C#N)C1=C(C=2N=C(N=C(C2C=N1)N(C[C@@H]1NCCCC1)C)N1CCC(CC1)(C)O)F